5-(4,4-difluoropiperidin-1-yl)-6-methylpyrimidin-4-yl-1,3,4-oxadiazole FC1(CCN(CC1)C=1C(=NC=NC1C)C=1OC=NN1)F